BrC=1C=C(N(CC(F)(F)F)C2=NC(NC3=CC(=CC=C23)Cl)=O)C=CC1 4-[3-bromo-N-(2,2,2-trifluoroethyl)anilino]-7-chloro-1H-quinazolin-2-one